butyl 6-cyclohexyl-2-azaspiro[3.4]octane-2-carboxylate C1(CCCCC1)C1CC2(CN(C2)C(=O)OCCCC)CC1